ClC=1C=C(C=NC1)C(C(=O)N(C)OC)(C)C (5-chloropyridin-3-yl)-N-methoxy-N,2-dimethylpropionamide